4-(2-((R)-1-((5-fluorothiazol-2-yl)methyl)-3-((R or S)-2-(trifluoromethyl)oxetan-2-yl)pyrrolidin-3-yl)ethyl)benzonitrile FC1=CN=C(S1)CN1C[C@@](CC1)([C@@]1(OCC1)C(F)(F)F)CCC1=CC=C(C#N)C=C1 |o1:12|